2-(Dimethylamino)ethyl acrylate 2-(Diethylamino)ethyl-acrylate C(C)N(CCOC(C=C)=O)CC.C(C=C)(=O)OCCN(C)C